5-((4-((3-(Methylsulfonyl)benzyl)amino)-5-(trifluoromethyl)pyrimidin-2-yl)-amino)-1-(piperidin-4-ylmethyl)indolin-2-one, trifluoroacetic acid salt FC(C(=O)O)(F)F.CS(=O)(=O)C=1C=C(CNC2=NC(=NC=C2C(F)(F)F)NC=2C=C3CC(N(C3=CC2)CC2CCNCC2)=O)C=CC1